O=C1NC(CCC1N1C=2C=CC=C3C(NC=C(C1=O)C23)=O)=O 2-(2,6-dioxo-3-piperidyl)-2,6-diazatricyclo[6.3.1.04,12]dodeca-1(12),4,8,10-tetraene-3,7-dione